C(C)(C)(C)OC(=O)C1(CCN(CC1)C)ON 4-(aminooxy)-1-methylpiperidine-4-carboxylic acid tert-butyl ester